(2-oxopyrrolidin-1-yl)methyl methacrylate C(C(=C)C)(=O)OCN1C(CCC1)=O